C1(CC1)CS(=O)(=O)CCC(C(F)(F)F)C=1C=CC(=NC1)N1N=CC(=C1)C1=NC=2C(=NC=CC2)N1 (1-(5-(4-(cyclopropylmethylsulfonyl)-1,1,1-trifluorobutan-2-yl)pyridin-2-yl)-1H-pyrazol-4-yl)-3H-imidazo[4,5-b]pyridine